FC(C1CC(C1)NC(=O)NCC1=CC(=NC=C1)OC(F)(F)F)F 1-(3-difluoromethyl-cyclobutyl)-3-(2-trifluoromethoxy-pyridin-4-ylmethyl)-urea